Cl.CC1=C(C=2C(=N[C@H](C=3N(C2S1)C(=NN3)C)CC(=O)OC)C3=CC=C(C=C3)C=3CCNCC3)C Methyl {(6S)-2,3,9-trimethyl-4-[4-(1,2,3,6-tetrahydropyridin-4-yl)phenyl]-6H-thieno[3,2-f][1,2,4]triazolo[4,3-a][1,4]diazepin-6-yl}acetate Hydrochloride